phenyl (4-(4-amino-7-methyl-7H-pyrrolo[2,3-d]pyrimidin-5-yl)-3-methylphenyl)carbamate NC=1C2=C(N=CN1)N(C=C2C2=C(C=C(C=C2)NC(OC2=CC=CC=C2)=O)C)C